CCC(CC)NC(=O)C1=CN=C(O1)C1=CC(=CC=C1)C1=CC(=NN1)C(N[C@@H](C)C1=CC=CC=C1)=O (S)-N-(pentan-3-yl)-2-(3-(3-((1-phenylethyl)carbamoyl)-1H-pyrazol-5-yl)phenyl)oxazole-5-carboxamide